isopentyl (4-isobutoxybenzyl)carbamate C(C(C)C)OC1=CC=C(CNC(OCCC(C)C)=O)C=C1